6-methyl-2-quinolineacetamide CC=1C=C2C=CC(=NC2=CC1)CC(=O)N